1-(1-(6-bromo-2-(isoindolin-2-yl)-3-methyl-4-oxo-3,4-dihydroquinazolin-8-yl)ethyl)-2H-benzo[d][1,3]oxazine-2,4(1H)-dione BrC=1C=C2C(N(C(=NC2=C(C1)C(C)N1C(OC(C2=C1C=CC=C2)=O)=O)N2CC1=CC=CC=C1C2)C)=O